trans-4-(((trans-4-(6-Cyano-5-methoxypyridin-2-yl)cyclohexyl)methyl)(3-(2-cyclopropyloxazol-4-yl)phenyl)carbamoyl)cyclohexanecarboxylic acid C(#N)C1=C(C=CC(=N1)[C@@H]1CC[C@H](CC1)CN(C(=O)[C@@H]1CC[C@H](CC1)C(=O)O)C1=CC(=CC=C1)C=1N=C(OC1)C1CC1)OC